C(N)(=O)C=1C=C(CN2N=CC=3N(CC(CC32)CNC(OC(C)(C)C)=O)C3=CC=C(C=C3)C(F)(F)F)C=CC1 tert-butyl ((1-(3-carbamoylbenzyl)-4-(4-(trifluoromethyl)phenyl)-4,5,6,7-tetrahydro-1H-pyrazolo[4,3-b]pyridin-6-yl)methyl)carbamate